C(C(C)C)OC(O[Zr])(OCC(C)C)OCC(C)C tri-iso-butyloxymethyloxyzirconium